ClC1=CC2=C(S1)C1(CC(NC(C1)C1=CC=CC=C1)C=1N=NN(C1)C)OCC2O 2-chloro-2'-(1-methyltriazol-4-yl)-6'-phenyl-spiro[4,5-dihydrothieno[2,3-c]pyran-7,4'-piperidine]-4-ol